OC=1C=C(C=CC1O)CCNC(=O)C12CC3(CC(CC(C1)C3)C2)C2=CC=C(C=C2)Cl 3-(4-chlorophenyl)adamantane-1-carboxylic acid [(3,4-dihydroxyphenyl)ethyl] amide